5-Iodo-3-[(3,5-dibromo-4-hydroxyphenyl)methylene]-2-indolinone IC=1C=C2C(C(NC2=CC1)=O)=CC1=CC(=C(C(=C1)Br)O)Br